((7-fluoro-4-methyl-1,1-dioxo-3,4-dihydro-2H-benzo[E][1,2,4]thiadiazin-2-yl) methylphenyl)-3-methoxyacrylate FC1=CC2=C(N(CN(S2(=O)=O)CC2=C(C=CC=C2)OC(C=COC)=O)C)C=C1